2-((S)-4-(7-(8-chloro-7-fluoronaphthalen-1-yl)-2-(((R)-4-methylmorpholin-2-yl)methoxy)-5,6,7,8-tetrahydropyrido[3,4-d]pyrimidin-4-yl)-1-(2-fluoroacryloyl)piperazin-2-yl)acetonitrile ClC=1C(=CC=C2C=CC=C(C12)N1CC=2N=C(N=C(C2CC1)N1C[C@@H](N(CC1)C(C(=C)F)=O)CC#N)OC[C@H]1CN(CCO1)C)F